zinc bromide ethyl-butyrate C(C)OC(CCC)=O.[Br-].[Zn+2].[Br-]